[2-(3-cyclohexenyl)ethyl]trimeth-oxysilane C1(CC=CCC1)CC[Si](OC)(OC)OC